ClC=1C=C(C=CC1OC(F)(F)F)C(C1=NC=C(C=C1)OC(F)(F)F)CC(C)(S(=O)N)C ((3-chloro-4-(trifluoromethoxy)phenyl)(5-(trifluoromethoxy)pyridin-2-yl)methyl)-2-methylpropane-2-sulfinamide